(2H-benzotriazole-2-Yl)-4,6-di-t-amylphenol N=1N(N=C2C1C=CC=C2)C2=C(C(=CC(=C2)C(C)(C)CC)C(C)(C)CC)O